4-(4-(3-(2-aminoprop-2-yl)azetidin-1-yl)-6-methylquinazolin-2-yl)-1-(cyclopropylimino)-2,3,4,5-tetrahydro-benzo[f][1,4]thiazepin-1-Oxide NC(C)(C)C1CN(C1)C1=NC(=NC2=CC=C(C=C12)C)N1CCS(C2=C(C1)C=CC=C2)(=NC2CC2)=O